FC1=C2NC(C(=NC2=C(C=C1CN1CCN(CC1)C=1C=CC(=NC1C)C(=O)NC)C#CC)C)=O 5-(4-((5-fluoro-2-methyl-3-oxo-8-(prop-1-yn-1-yl)-3,4-dihydroquinoxalin-6-yl)methyl)piperazin-1-yl)-N,6-dimethylpyridinecarboxamide